tert-butyl ((1-((4-methoxy-3-((2-methoxy-5-(methylcarbamoyl)phenyl) sulfonamido)benzo[d]isoxazol-6-yl)methyl)-1H-pyrazol-4-yl)methyl)carbamate COC1=CC(=CC2=C1C(=NO2)NS(=O)(=O)C2=C(C=CC(=C2)C(NC)=O)OC)CN2N=CC(=C2)CNC(OC(C)(C)C)=O